bis(p-methoxyphenyl)phenylsulfonium COC1=CC=C(C=C1)[S+](C1=CC=CC=C1)C1=CC=C(C=C1)OC